[Na].[Na].CCSSCC 2,2'-dithiobis-ethane disodium